OC1(CC(C1)C(=O)N1CC2(C1)C[C@@H](CC2)C2=CC(=CC=C2)C(C)C)C(F)(F)F |r| (rac)-((1s,3s)-3-Hydroxy-3-(trifluoromethyl)cyclobutyl)(6-(3-isopropylphenyl)-2-azaspiro[3.4]octan-2-yl)methanone